C(C)OC(=O)C1=NC(=NC2=CC(=CC=C12)F)Cl 2-chloro-7-fluoroquinazoline-4-carboxylic acid ethyl ester